(2S)-1-benzyl-2-methyl-aziridine C(C1=CC=CC=C1)N1[C@H](C1)C